ClC1=C(C=CC=C1F)C=1C(N(C(N(C1)CC(N1CCC(CC1)N1C(NC2=C(CC1)C=CC=C2)=O)=O)=O)[C@@H](COC)C)=O 5-(2-chloro-3-fluoro-phenyl)-3-((R)-2-methoxy-1-methyl-ethyl)-1-{2-oxo-2-[4-(2-oxo-1,2,4,5-tetrahydro-benzo[d][1,3]diazepin-3-yl)-piperidin-1-yl]-ethyl}-1H-pyrimidine-2,4-dione